2-((4-(2-(4-chloro-2-fluorophenyl)-3-fluoro-2H-chromene-8-yl)piperidin-1-yl)methyl)-3-(((S)-Oxetan-2-yl)methyl)-3H-imidazo[4,5-b]pyridine-5-carboxylic acid ClC1=CC(=C(C=C1)C1OC2=C(C=CC=C2C=C1F)C1CCN(CC1)CC1=NC=2C(=NC(=CC2)C(=O)O)N1C[C@H]1OCC1)F